COC1(CCC1)C(=O)ON1C(C2=CC=CC=C2C1=O)=O 1,3-dioxoisoindolin-2-yl 1-methoxycyclobutane-1-carboxylate